NC1=CC=C(C=C1)[C@@H]1N(CCC1)C(=O)OC(C)(C)C tert-butyl (R)-2-(4-aminophenyl)pyrrolidine-1-carboxylate